C(C)OCCN1C(CCC1)=O 2-ethoxyethyl-pyrrolidone